(Z)-N,N-dimethyl-N'-(2-oxo-1,2-dihydropyridin-4-yl)formimidamide CN(\C=N/C1=CC(NC=C1)=O)C